5-(3,3-Dimethylazetidin-1-yl)pyrazolo[1,5-a]pyrimidine-3-carboxylic acid CC1(CN(C1)C1=NC=2N(C=C1)N=CC2C(=O)O)C